C(C)(C)(C)C=1N(C(=CC1)C)C1=CC=C(C#N)C=C1 4-(2-(tert-butyl)-5-methyl-1H-pyrrol-1-yl)benzonitrile